C(C1=CC=CC=C1)=NC(CCC)[SiH](OC)OC N-benzylidene-3-methyl-(dimethoxysilyl)propane-1-amine